[5-[[(2R,3S,4S,5R)-3-[4-(difluoromethoxy)-3-fluoro-2-methoxy-phenyl]-4,5-dimethyl-5-(trifluoromethyl)tetrahydrofuran-2-carbonyl]amino]pyrimidin-2-yl]methyl benzoate C(C1=CC=CC=C1)(=O)OCC1=NC=C(C=N1)NC(=O)[C@@H]1O[C@]([C@H]([C@H]1C1=C(C(=C(C=C1)OC(F)F)F)OC)C)(C(F)(F)F)C